8-Dodecen CCCCCCCC=CCCC